OC1=CC(=CC(=N1)C=1C=C2CN(C(C2=CC1)=O)C1C(NC(CC1)=O)=O)C 3-(5-(6-Hydroxy-4-methylpyridin-2-yl)-1-oxoisoindolin-2-yl)piperidine-2,6-dione